C(C)(C)(C)C1=NN(C(=C1)NC(=O)NC1=C(C=C(C=C1)OC1=CC=NC=2NC(C=NC21)=O)SC)C2=C(C=CC=C2)Cl 1-(3-(tert-butyl)-1-(2-chlorophenyl)-1H-pyrazol-5-yl)-3-(2-(methylthio)-4-((3-oxo-3,4-dihydropyrido[2,3-b]pyrazin-8-yl)oxy)phenyl)urea